The molecule is a 2-monoglyceride where the acyl group is (9Z)-octadecenoyl. It is a monooleoylglycerol and a 2-acylglycerol 18:1. It derives from an oleic acid. CCCCCCCC/C=C\\CCCCCCCC(=O)OC(CO)CO